4-methoxy-N,N-dipropylbutanamide COCCCC(=O)N(CCC)CCC